bis[2-chloro-1-(chloromethyl)ethyl]-2,3-dichloropropyl-2-(oxazolidin-3-yl)ethylene glycol phosphate P(=O)(O)(O)O.ClCC(CCl)C(C(CC(CCl)Cl)(C(CCl)CCl)O)(N1COCC1)O